BrC1=CN(C=2N=CN=C(C21)NCC2=CC=CC(=N2)N2CCN(CC2)C(=O)OC(C)(C)C)S(=O)(=O)C2=CC=C(C)C=C2 tert-butyl 4-(6-(((5-bromo-7-tosyl-7H-pyrrolo[2,3-d]pyrimidin-4-yl)amino)methyl)pyridin-2-yl)piperazine-1-carboxylate